tert-Butyl (3aR,5s,6aS)-5-((4-(difluoromethyl)-6-(4-(trifluoromethyl)pyridin-3-yl)pyridazin-3-yl)amino)hexahydrocyclopenta[c]pyrrole-2(1H)-carboxylate FC(C1=C(N=NC(=C1)C=1C=NC=CC1C(F)(F)F)NC1C[C@@H]2[C@@H](CN(C2)C(=O)OC(C)(C)C)C1)F